4-(2-(4-(2-Methoxyphenyl)-6-methylnicotinamido)thiazolo[4,5-b]pyrazin-6-yl)pyridine 1-oxide COC1=C(C=CC=C1)C1=CC(=NC=C1C(=O)NC=1SC=2C(=NC=C(N2)C2=CC=[N+](C=C2)[O-])N1)C